C(C)(C)OC1=NC=CC(=C1)C=1OC=C(N1)CN (2-(2-isopropoxypyridin-4-yl)oxazol-4-yl)methylamine